N-(2-(4-ethylpiperazine-1-yl)-4-methoxy-5-((6-((R)-3-(6-methylpyridine-3-yl)isoxazolidine-2-yl)pyrimidine-4-yl)amino)phenyl)acrylamide C(C)N1CCN(CC1)C1=C(C=C(C(=C1)OC)NC1=NC=NC(=C1)N1OCC[C@@H]1C=1C=NC(=CC1)C)NC(C=C)=O